FC1=C(C(=O)N([C@H]2CNCCC2)C2=NC=CC3=CC=CC(=C23)C)C=CC(=C1)NC1=NC=NC(=N1)N1CCCCC1 2-fluoro-N-(8-methylisoquinolin-1-yl)-4-{[4-(piperidin-1-yl)-1,3,5-triazin-2-yl]amino}-N-[(3R)-piperidin-3-yl]benzamide